BrC1=C2C(=NC(=NC2=CC=C1)Cl)Cl 5-bromo-2,4-dichloroquinazoline